O1CCC2=C1C(=CC=C2)/C(=C/C2=NC(=NC(=C2)OC)OC)/C=2N=CN(C2)C(C2=CC=CC=C2)(C2=CC=CC=C2)C2=CC=CC=C2 (Z)-4-(2-(2,3-dihydrobenzofuran-7-yl)-2-(1-trityl-1H-imidazol-4-yl)vinyl)-2,6-dimethoxypyrimidine